C(#N)C=1C=C(C=NC1)S(=O)(=O)N([C@H](C(F)(F)F)C1=CC=C(C=C1)OC(F)(F)F)CC (S)-5-Cyano-N-ethyl-N-(2,2,2-trifluoro-1-(4-(trifluoromethoxy)phenyl)ethyl)pyridine-3-sulfonamide